C(C1=CC=CC=C1)OC1=C(C=CC(=C1)OCC(C)C)CN [2-(benzyloxy)-4-(2-methylpropyloxy)phenyl]methylamine